5-(2-chloroacetyl)-6-bromo-1,3-dihydro-indol-2(2H)-one ClCC(=O)C=1C=C2CC(NC2=CC1Br)=O